ONC(=O)C1=CC2=C(OCC(N2CC2=CC3=C(N=C(O3)C)C=C2)=O)C=C1 N-hydroxy-4-((2-methylbenzo[d]oxazol-6-yl)methyl)-3-oxo-3,4-dihydro-2H-benzo[b][1,4]oxazine-6-carboxamide